FC(C(=O)O)(F)F.C(CCCC)N1C[C@H](CC1)N (3S)-1-pentylpyrrolidin-3-amine trifluoroacetate